(E)-1-(2-aminomethyl-3-fluoroallyl)-1H-pyrrole-3-carboxamide hydrochloride Cl.NC/C(/CN1C=C(C=C1)C(=O)N)=C\F